COC(C1=CC(=C(C=C1)C)NC(=O)C=1C=NC=C(C1)Br)=O 3-[(5-bromopyridine-3-carbonyl)amino]-4-methylbenzoic acid methyl ester